(3S,4S)-1-(4-(((S)-3-decanamido-4-(hexylamino)-1-imino-4-oxobutyl)(hydroxy)carbamoyl)benzoyl)-N3,N4-bis((1S,2R)-2-phenylcyclopropyl)pyrrolidine-3,4-dicarboxamide C(CCCCCCCCC)(=O)N[C@@H](CC(=N)N(C(=O)C1=CC=C(C(=O)N2C[C@H]([C@@H](C2)C(=O)N[C@@H]2[C@H](C2)C2=CC=CC=C2)C(=O)N[C@@H]2[C@H](C2)C2=CC=CC=C2)C=C1)O)C(=O)NCCCCCC